C(C)(C)(C)OC(=O)N1[C@@H](CN(CC1)CCOC1=C(C=C(C=C1)N1C(N(C(C1(C)C)=O)C=1C=NC(=C(C1)C(F)(F)F)C#N)=S)CC)C (R)-4-(2-(4-(3-(6-cyano-5-(trifluoromethyl)pyridin-3-yl)-5,5-dimethyl-4-oxo-2-thioxoimidazolidin-1-yl)-2-ethylphenoxy)ethyl)-2-methylpiperazine-1-carboxylic acid tert-butyl ester